C1(=CC=CC=C1)C1(C=CC2=C(O1)C=1C=C(C(=CC1C1=C2C(C2=CC=CC=C21)(C)C)N2C(CC(CC2)CCC(=O)O)C(=O)O)OC)C2=CC=C(C=C2)N2CCOCC2 3-phenyl-3-(4-morpholinophenyl)-6-methoxy-7-(4-(2-hydroxycarbonylethyl)-carboxypiperidin-1-yl)-13,13-dimethyl-3H,13H-indeno[2',3':3,4]naphtho[1,2-b]pyran